NC1=NC2=C(C=3N1N=C(N3)C=3OC=CC3)C=NN2C(C(=O)NC2CCCCC2)(C)C2=CC=CC=C2 2-(5-amino-2-(furan-2-yl)-7H-pyrazolo[4,3-e][1,2,4]triazolo[1,5-c]pyrimidin-7-yl)-N-cyclohexyl-2-phenylpropionamide